O1C(=CC=C1)CC(=O)N1C[C@@H](CC[C@@H]1C)C(=O)OC methyl (3R,6S)-1-(2-(furan-2-yl)acetyl)-6-methylpiperidine-3-carboxylate